C(C)(C)(C)C1=CC(=C(C(=C1)C(C)(C)C)O)C(C)C 4,6-di-t-butyl-2-isopropylphenol